[Cl-].FC1(CCC(CC1)[NH2+]CC=1N=C2N(N=CC(=C2)[C@@H](COC)N2C(N[C@@H](C2)C(F)F)=O)C1)F (S)-(4,4-difluorocyclohexyl)(7-((S)-1-((S)-4-(difluoromethyl)-2-oxoimidazolidin-1-yl)-2-methoxyethyl)imidazo[1,2-b]pyridazin-2-yl)methylammonium chloride